C(C)(C)(CC)OC(C)(C)CC.[Na] sodium t-amyloxide